(E)-4-[5-(3-(2-(3-fluorophenyl)phenyl)-3-oxopropenyl)-2-methoxyphenoxy]-N-hydroxybutyramide FC=1C=C(C=CC1)C1=C(C=CC=C1)C(/C=C/C=1C=CC(=C(OCCCC(=O)NO)C1)OC)=O